(1s,3r)-3-acetamido-N-(4-(5,5-dimethyl-4,5,6,7-tetrahydropyrazolo[1,5-a]pyridin-3-yl)-5-fluoropyridin-2-yl)cyclohexanecarboxamide C(C)(=O)N[C@H]1C[C@H](CCC1)C(=O)NC1=NC=C(C(=C1)C=1C=NN2C1CC(CC2)(C)C)F